COC(=O)C=1C=C2C=C(N=CC2=CC1)CBr 3-(bromomethyl)isoquinoline-6-carboxylic acid methyl ester